O=C1OCC2=CC=CC(=C12)B(O)O (1-OXO-1,3-DIHYDROISOBENZOFURAN-7-YL)BORONIC ACID